11,12-Didehydro-5,6-dihydrodibenzo[a,e]cycloocten-5-yl 4-nitrophenyl carbonate C(OC1CC2=C(C#CC3=C1C=CC=C3)C=CC=C2)(OC2=CC=C(C=C2)[N+](=O)[O-])=O